C(CC)C=1C=C(C=C(C1O)CCC)C(C)(C)C1=CC(=CC(=C1)C(C)(C)C1=CC(=C(C(=C1)CCC)O)CCC)C(C)(C)C1=CC(=C(C(=C1)CCC)O)CCC α,α',α''-tris(3,5-di-n-propyl-4-hydroxyphenyl)1,3,5-triisopropylbenzene